N1(CCCC1)CC1=C(C=CC=C1)CO (2-(pyrrolidin-1-ylmethyl)phenyl)methanol